COC1=CC=C(C=N1)CN1CC(N(CC1)C1=NC=C(C=C1)B1OC(C(O1)(C)C)(C)C)=O 4-((6-methoxypyridin-3-yl)methyl)-1-(5-(4,4,5,5-tetramethyl-1,3,2-dioxaborolan-2-yl)pyridin-2-yl)piperazin-2-one